CC1=C(C=C(C=C1)NC(=O)C1=CC=C(C=C1)N1CCN(CC1)COC(OC(C)C)=O)NC1=NC=CC(=N1)C=1C=NC=CC1 Carbonic acid isopropyl ester 4-{4-[4-methyl-3-(4-pyridin-3-yl-pyrimidin-2-ylamino)-phenyl-carbamoyl]-phenyl}-piperazin-1-ylmethyl ester